dihydro-2H-pyran-3-carbaldehyde O1CC(CC=C1)C=O